Cl.Cl.N[C@H](CC1=C(C=2N=C(N=C(C2S1)NCC=1NC=CN1)Cl)C)C 6-[(2S)-2-aminopropyl]-2-chloro-N-[(1H-imidazol-2-yl)methyl]-7-methylthieno[3,2-d]pyrimidin-4-amine dihydrochloride